ClC1=CC=C(C=C1)C1=C(C=CC=C1)CN1C2CNCC1CC2 8-((4'-chloro-[1,1'-biphenyl]-2-yl)methyl)-3,8-diazabicyclo[3.2.1]octane